2-((3,5-dicyano-4-ethyl-6-((S)-3-hydroxypyrrolidin-1-yl)pyridin-2-yl)thio)-2-(2,4-difluorophenyl)acetamide C(#N)C=1C(=NC(=C(C1CC)C#N)N1C[C@H](CC1)O)SC(C(=O)N)C1=C(C=C(C=C1)F)F